F[C@H]1[C@H](CNC1)NC=1C=CC=2C[C@@H]3N(CC2C1)[C@@H](CN(C3)C3=C1C=CC=NC1=C(C=C3)C#N)C 5-[(4R,11aS)-8-[[(3S,4R)-4-fluoropyrrolidin-3-yl]amino]-4-methyl-1,3,4,6,11,11a-hexahydropyrazino[1,2-b]isoquinolin-2-yl]quinoline-8-carbonitrile